CC1N(CC(NC1)C)C(=O)O.ClC1=CNC2=NC=C(C=C21)C=2C=C1CCOCC1=C(C2)CN(C)C 1-(6-(3-chloro-1H-pyrrolo[2,3-b]pyridin-5-yl)isochroman-8-yl)-N,N-dimethylmethanamine 2,5-dimethylpiperazine-1-carboxylate